(3,4,5,5-tetramethylcyclopent-2-en-1-yl)methyl acetate C(C)(=O)OCC1C=C(C(C1(C)C)C)C